(3-chloro-4-(6-(1-methylcyclopropoxy)-9-((4-methylpyridin-2-yl)methyl)-9H-purin-8-yl)phenyl)(pyrrolidin-1-yl)methanone ClC=1C=C(C=CC1C=1N(C2=NC=NC(=C2N1)OC1(CC1)C)CC1=NC=CC(=C1)C)C(=O)N1CCCC1